4-((1,3-dihydroxy-2-(hydroxymethyl)propan-2-yl)amino)butane-1-sulfonic acid OCC(CO)(CO)NCCCCS(=O)(=O)O